2-bromo-5,6-dimethoxy-3-nitropyridine BrC1=NC(=C(C=C1[N+](=O)[O-])OC)OC